2-[7-[(4-fluoro-3-methyl-1H-indazol-6-yl)amino]-1-oxo-isoindolin-2-yl]acetic acid FC1=C2C(=NNC2=CC(=C1)NC=1C=CC=C2CN(C(C12)=O)CC(=O)O)C